FC1(CN(CC[C@H]1NC1=NN2C(C(=N1)OC([2H])([2H])[2H])=C(C=C2)C=2C=CC1=C(N(N=N1)CC(F)F)C2)C([2H])([2H])[2H])F (R)-N-(3,3-difluoro-1-(methyl-d3)piperidin-4-yl)-5-(1-(2,2-difluoroethyl)-1H-benzo[d][1,2,3]triazol-6-yl)-4-(methoxy-d3)pyrrolo[2,1-f][1,2,4]triazin-2-amine